tert-butyl (1-(((3S,4S)-4-(3-chlorophenyl)-1-(imidazo[1,5-a]pyridine-8-carbonyl)piperidin-3-yl)carbamoyl)cyclopropyl)carbamate ClC=1C=C(C=CC1)[C@H]1[C@@H](CN(CC1)C(=O)C=1C=2N(C=CC1)C=NC2)NC(=O)C2(CC2)NC(OC(C)(C)C)=O